(S,6R)-N'-((1,2,3,5,6,7-hexahydro-s-indacen-4-yl)carbamoyl)-6-((methylamino)methyl)-6,7-dihydro-5H-pyrazolo[5,1-b][1,3]oxazine-3-sulfonimidamide C1CCC2=C(C=3CCCC3C=C12)NC(=O)N=[S@@](=O)(N)C=1C=NN2C1OC[C@@H](C2)CNC